decenyl-phosphorylcholine C(=CCCCCCCCC)P(=O)=C(O)C[N+](C)(C)C